3,4-dichlorophenyl 3-[4-(2-aminothiazol-4-yl)-1H-1,2,3-triazol-1-yl]-3-deoxy-2-O-ethyl-1-thio-alpha-D-galactopyranoside NC=1SC=C(N1)C=1N=NN(C1)[C@@H]1[C@H]([C@@H](SC2=CC(=C(C=C2)Cl)Cl)O[C@@H]([C@@H]1O)CO)OCC